ammonium hexanedioate C(CCCCC(=O)[O-])(=O)[O-].[NH4+].[NH4+]